COC(=O)C=1N(C2=CC=CC(=C2C1)N[C@H]1[C@H](CN(CC1)C)F)CC(F)(F)F.CC1=C(C(=CC(=C1)C)C)S(=O)(=O)[N-]O |r| 2,4,6-trimethylbenzenesulfonylhydroxylamineid (+/-)-methyl-4-(((3S,4R)-3-fluoro-1-methylpiperidin-4-yl)amino)-1-(2,2,2-trifluoroethyl)-1H-indole-2-carboxylate